(S)-4-(1-(benzyloxy)-3-(methoxycarbonyl)ureido)-2-((tert-butoxycarbonyl)amino)butyric acid tert-butyl ester C(C)(C)(C)OC([C@H](CCN(C(=O)NC(=O)OC)OCC1=CC=CC=C1)NC(=O)OC(C)(C)C)=O